OCC1(CC1)CC1=CC=CC(=N1)C 6-((1-(hydroxymethyl)cyclopropyl)methyl)-2-methylpyridine